NC1CCN(CC1)C1=CC=C(C=C1)C1=CC(=CC(=C1)SC)C(=O)NC(C=1NC2=CC=CC=C2C1)C1=C(C=CC(=C1)F)O 4'-(4-aminopiperidin-1-yl)-N-((5-fluoro-2-hydroxyphenyl)(1H-indol-2-yl)methyl)-5-(methylsulfanyl)-[1,1'-biphenyl]-3-carboxamide